NC1=NC=CC=C1C1=NC=2C(=NC(=CC2)C2=CC=CC=C2)N1C1=CC=C(CN2CC3(C2)CN(CC3)C#N)C=C1 2-(4-(2-(2-Aminopyridin-3-yl)-5-phenyl-3H-imidazo[4,5-b]pyridin-3-yl)benzyl)-2,6-diazaspiro[3.4]octane-6-carbonitrile